N1(CN(CN(C1)C=CC=O)C=CC=O)C=CC=O (1,3,5-triazinane-1,3,5-triyl)triprop-2-en-1-one